1-Benzyl-3-hydroxy-piperidin-3-carboxylic acid C(C1=CC=CC=C1)N1CC(CCC1)(C(=O)O)O